COC1(CC=C(C(C2=CC=CC=C2)O)C=C1)OC 4,4-dimethoxybenzhydrol